O\N=C/C1=C2CCOC(C2=CC=C1)CNC(OC(C)(C)C)=O (Z)-tert-butyl ((5-((hydroxyimino)methyl)isochroman-1-yl)methyl)carbamate